ketocumarine O=C1C(OC2=CC=CC=C2C1)=O